(S)-2-((4-(2,3-dihydroxyphenyl)-5,6-dihydro-1,2,4-triazine-1(4H)-yl)methyl)-1-(oxetan-2-ylmethyl)-1H-benzo[d]imidazole-6-carboxylic acid methyl ester COC(=O)C=1C=CC2=C(N(C(=N2)CN2N=CN(CC2)C2=C(C(=CC=C2)O)O)C[C@H]2OCC2)C1